(2-ethoxyethyl)piperidine-4-carboxamide C(C)OCCN1CCC(CC1)C(=O)N